6,6'-dibromo-2,2'-dimethoxy-1,1'-binaphthyl BrC=1C=C2C=CC(=C(C2=CC1)C1=C(C=CC2=CC(=CC=C12)Br)OC)OC